dineopentyl 2,3-diethyl-2,3-diisopropylsuccinate C(C)C(C(=O)OCC(C)(C)C)(C(C(=O)OCC(C)(C)C)(C(C)C)CC)C(C)C